2-(imidazol-1-yl)-N-[(trans)-4-methoxycyclohexyl]-5H,6H,7H-cyclopenta[b]pyridine-4-carboxamide N1(C=NC=C1)C1=CC(=C2C(=N1)CCC2)C(=O)N[C@@H]2CC[C@H](CC2)OC